(4-(2-(piperidin-4-yl)ethyl)piperidin-1-yl)methanone N1CCC(CC1)CCC1CCN(CC1)C=O